OCC=1C=C(C=CC1)C1=NOC(=N1)C(C)NC(=O)C1=CC(=NN1C)C(F)(F)F N-(1-(3-(3-(hydroxymethyl)phenyl)-1,2,4-oxadiazol-5-yl)ethyl)-1-methyl-3-(trifluoromethyl)-1H-pyrazole-5-carboxamide